CC(C)(C)[S@@](=O)N[C@H](C)C1=NN(C=C1)C (R)-2-methyl-N-((R)-1-(1-methyl-1H-pyrazol-3-yl)ethyl)propan-2-sulfinamide